6-(2-amino-5-(3-((dimethylamino)methyl)-4-morpholinophenyl)-6-fluoropyridin-3-yl)-4-methylisoquinolin-1(2H)-one NC1=NC(=C(C=C1C=1C=C2C(=CNC(C2=CC1)=O)C)C1=CC(=C(C=C1)N1CCOCC1)CN(C)C)F